CC(=CCC=O)CCC=C(C)C trans-3,7-dimethyl-2,6-octadiene-1-carbaldehyde